CO[C@@H]1C(C(CC(O[C@@H](CCCCCCCCC1)C)=O)SC1=CC=CC=C1)=O (6S,16R)-6-methoxy-16-methyl-4-(phenylthio)oxacyclohexadecane-2,5-dione